phosphotri-propylene glycol tert-butyl-(3-{[(2S)-6-(dimethylamino)-1-oxo-1-(piperazin-1-yl)hexane-2-yl]amino}-3-oxopropyl)carbamate C(C)(C)(C)N(C(O)=O)CCC(=O)N[C@H](C(N1CCNCC1)=O)CCCCN(C)C.P(=O)(=O)CC(COC(C)COC(C)CO)O